N1=CC=C(C=C1)OC=1C=C(CN2CCN(CC2)C(=O)N2N=C(C=C2)C(=O)O)C=CC1 1-(4-(3-(pyridin-4-yloxy)benzyl)piperazine-1-carbonyl)-1H-pyrazole-3-carboxylic acid